CC(CC(=O)NC(C(=O)O)CCN(CCCCC1=NC=2NCCCC2C=C1)CC(CF)OC)(C)C 2-(3,3-dimethylbutanoylamino)-4-[[3-fluoro-2-methoxy-propyl]-[4-(5,6,7,8-tetrahydro-1,8-naphthyridin-2-yl)butyl]amino]butanoic acid